C1(=CC=C(C=C1)N(C=1C=C(C=C(C1)C1=CC=CC=C1)NC1=CC=CC=C1)C1=CC=CC=C1)C1=CC=CC=C1 N5-([1,1'-biphenyl]-4-yl)-N3,N5-diphenyl-[1,1'-biphenyl]-3,5-diamine